3-[5-[1-(5-aminotetrahydropyran-2-carbonyl)-4-piperidyl]-3-methyl-2-oxo-benzimidazol-1-yl]piperidine-2,6-dione NC1CCC(OC1)C(=O)N1CCC(CC1)C1=CC2=C(N(C(N2C)=O)C2C(NC(CC2)=O)=O)C=C1